1-[2-cyano-4-(trifluoromethyl)phenyl]-4-{5'-fluoro-2'-methoxy-[2,3'-bipyridine]-5-yl}-N-[(3R)-1-methylpyrrolidin-3-yl]piperidine-4-carboxamide C(#N)C1=C(C=CC(=C1)C(F)(F)F)N1CCC(CC1)(C(=O)N[C@H]1CN(CC1)C)C=1C=CC(=NC1)C=1C(=NC=C(C1)F)OC